NC1=NC=C(C#N)C(=C1)NCCOC 6-amino-4-((2-methoxyethyl)amino)nicotinonitrile